tert-butyl-1-(3-amino-5-fluoro-4-pyridyl)piperidine C(C)(C)(C)C1N(CCCC1)C1=C(C=NC=C1F)N